(1-octadecyl) phosphate P(=O)(OCCCCCCCCCCCCCCCCCC)([O-])[O-]